ClN1C(N(C(C1(C)C)(C)C)Cl)=O 1,3-dichloro-4,4,5,5-tetramethylimidazolidin-2-one